(2-acetyl-4-bromo-1H-pyrrol-1-yl)propan-2-one C(C)(=O)C=1N(C=C(C1)Br)CC(C)=O